[N+](=[N-])=CC=1CC[C@H](N1)C(=O)OCC ethyl (S)-5-(diazomethyl)-3,4-dihydro-2H-pyrrole-2-carboxylate